trans-3-[(3,5-difluorobenzyl)oxy]-N-[3-(4-ethyl-6-oxo-1,6-dihydropyrimidin-2-yl)-2-fluoro-4-(trifluoromethyl)benzyl]cyclobutane-1-carboxamide FC=1C=C(CO[C@@H]2C[C@H](C2)C(=O)NCC2=C(C(=C(C=C2)C(F)(F)F)C=2NC(C=C(N2)CC)=O)F)C=C(C1)F